1-(3-(2,4-Difluoro-3-hydroxy-5-(trifluoromethyl)phenyl)-1-methyl-1H-pyrazolo[3,4-d]pyrimidin-6-yl)-4-methylpiperidin-4-ol FC1=C(C=C(C(=C1O)F)C(F)(F)F)C1=NN(C2=NC(=NC=C21)N2CCC(CC2)(O)C)C